(R)-N-(azetidin-3-yl)-2-(3-((6-(2-hydroxy-4-(trifluoromethyl)phenyl)-5-methylpyridazin-3-yl)amino)piperidin-1-yl)acetamide N1CC(C1)NC(CN1C[C@@H](CCC1)NC=1N=NC(=C(C1)C)C1=C(C=C(C=C1)C(F)(F)F)O)=O